C(#N)C=1C=CC(=NC1)N1N=C(N=C1[C@H](C)NC(C1=CC(=CC(=C1)C(F)(F)F)OC1CCOCC1)=O)C N-{(1S)-1-[1-(5-Cyanopyridin-2-yl)-3-methyl-1H-1,2,4-triazol-5-yl]ethyl}-3-(tetrahydro-2H-pyran-4-yloxy)-5-(trifluoromethyl)benzamide